[C@@H]12CNC[C@@H](CC1)C2C2=C1C(N(C(C1=C(C=C2F)F)=O)C2C(NC(CC2)=O)=O)=O 4-((1R,5S,8r)-3-Azabicyclo[3.2.1]octane-8-yl)-2-(2,6-dioxopiperidin-3-yl)-5,7-difluoroisoindoline-1,3-dione